5-methyl-N-(5-(piperidin-4-yl)-2',3',4',5'-tetrahydro-[1,1'-biphenyl]-2-yl)isoxazole-3-carboxamide CC1=CC(=NO1)C(=O)NC1=C(C=C(C=C1)C1CCNCC1)C=1CCCCC1